5,10,15-tris(N-methylpyridinium-4-yl)-20-(phenyl)porphyrin C[N+]1=CC=C(C=C1)C=1C2=CC=C(N2)C(=C2C=CC(C(=C3C=CC(=C(C=4C=CC1N4)C4=CC=[N+](C=C4)C)N3)C3=CC=[N+](C=C3)C)=N2)C2=CC=CC=C2